ethyl 6-chloro-7-[(2R)-2-{[(3-chloropyridin-2-yl) oxy] methyl-yl} pyrrolidin-1-yl]-1-[1-(2-methoxyethyl) pyrrolidin-3-yl]-4-oxo-1,4-dihydroquinoline-3-carboxylate ClC=1C=C2C(C(=CN(C2=CC1N1[C@H](CCC1)COC1=NC=CC=C1Cl)C1CN(CC1)CCOC)C(=O)OCC)=O